C(C)C1(COC1)COCC1(COC1)CC 3-ethyl-3-[{(3-ethyloxetan-3-yl)methoxy}methyl]oxetan